8-(acetoxy)nonanal C(C)(=O)OC(CCCCCCC=O)C